C1(CC1)C1=NC=NC(=C1C1=NC=C(C(=N1)OCC=1C=NC(=CC1)N1N=C(C=C1OC)C(F)(F)F)OC)OC 2-(4-cyclopropyl-6-methoxy-pyrimidin-5-yl)-5-methoxy-4-[[6-[5-methoxy-3-(trifluoromethyl)pyrazol-1-yl]-3-pyridyl]methoxy]pyrimidine